ICCOCCCCOCC#C 1-(2-iodoethoxy)-4-prop-2-ynoxy-butane